C1(CC1)C(=O)N1CCC(CC1)CN1N=C2C3=C(CCC2=C1)OC(=C3C(F)(F)F)C(=O)NC[C@H]3OCCC3 2-{[1-(Cyclopropanecarbonyl)piperidin-4-yl]methyl}-N-{[(2S)-oxolan-2-yl]methyl}-8-(trifluoromethyl)-4,5-dihydro-2H-furo[2,3-g]indazole-7-carboxamide